O[C@@H](C(=O)NCCC(=O)N(CCSC(C1=CC=CC=C1)(C1=CC=CC=C1)C1=CC=CC=C1)C)C(CO)(C)C (R)-2,4-Dihydroxy-3,3-dimethyl-N-(3-(methyl(2-(tritylthio)ethyl)amino)-3-oxopropyl)butanamide